OC1=C(C(=CC(=C1C)OCOC)OCOC)C(CCC)=O 1-(2-hydroxy-4,6-bis(methoxymethoxy)-3-methylphenyl)butan-1-one